7-(4-bromo-3-chloro-benzoyl)-2-(4-isopropoxyphenyl)-3-oxo-N-[rac-(1R)-1-phenylethyl]-6,8-dihydro-5H-imidazo[1,5-a]pyrazine-1-carboxamide BrC1=C(C=C(C(=O)N2CC=3N(CC2)C(N(C3C(=O)N[C@H](C)C3=CC=CC=C3)C3=CC=C(C=C3)OC(C)C)=O)C=C1)Cl |r|